N-[(1R)-2-[(3-aminocyclobutyl)amino]-1-methyl-2-oxo-ethyl]-4-[[3-[1-(cyanomethyl)-3-(trifluoromethyl)pyrazol-4-yl]imidazo[1,2-a]pyrazin-8-yl]amino]-2-methyl-benzamide formate C(=O)O.NC1CC(C1)NC([C@@H](C)NC(C1=C(C=C(C=C1)NC=1C=2N(C=CN1)C(=CN2)C=2C(=NN(C2)CC#N)C(F)(F)F)C)=O)=O